4-bromo-N,N-dimethylpyridin-2-amine CN(C)C1=NC=CC(=C1)Br